O1C(CCC1)OC(=O)C1C2C=CC(C1C(=O)OC1OCCC1)C2 2,3-bis(tetrahydrofuran-2-yloxycarbonyl)-5-norbornene